4-((4-((3,5-dinitrothiophen-2-yl)amino)phenyl)amino)phenol [N+](=O)([O-])C1=C(SC(=C1)[N+](=O)[O-])NC1=CC=C(C=C1)NC1=CC=C(C=C1)O